7-Bromo-5-iodoquinoxaline BrC1=CC(=C2N=CC=NC2=C1)I